NC1CCN(CC1)C1=C(C=NC2=CC=C(C=C12)C1=C(OCCCC(=O)O)C(=CC=C1)C#N)C1=CC(=CC(=C1)F)F 4-{2-[4-(4-aminopiperidin-1-yl)-3-(3,5-difluorophenyl)quinolin-6-yl]-6-cyanophenoxy}butanoic acid